(S)-2-(6-(3-methyl-1H-pyrrolo[2,3-b]pyridine-5-yl)-2-((S)-3,3,3-trifluoro-2-hydroxy-2-methylpropionyl)isoindolin-4-yl)pyrrolidine-1-carboxylate CC1=CNC2=NC=C(C=C21)C2=CC(=C1CN(CC1=C2)C([C@](C(F)(F)F)(C)O)=O)[C@H]2N(CCC2)C(=O)[O-]